Cl.CN[C@@H](CCC(N(C)C)=O)C(=O)OCC1=CC(=NC(=C1)Cl)Cl (2,6-dichloropyridin-4-yl)methyl N2,N5,N5-trimethyl-L-glutaminate hydrochloride